CN(CCOC1=CC=C(C=C1)[C@@H]1NC[C@H](CC1)C)C N,N-Dimethyl-2-[4-[(2R,5S)-5-methyl-2-piperidyl]phenoxy]ethanamine